3-ethyl-3-methyl-1,2-dioxirane C(C)C1(OO1)C